FC(CCCC)(F)C1=CC=C(C=C1)CC#N 2-(4-(1,1-difluoropentyl)phenyl)acetonitrile